[4-[(5S)-5-(aminomethyl)-2-carbonyl-3-oxazolidinyl]phenyl]-3-morpholinone hydrochloride Cl.NC[C@H]1CN(C(O1)=C=O)C1=CC=C(C=C1)N1C(COCC1)=O